CN1C2=C(N(C=C1)C1CCN(CC1)CC1=CC=CC3=CC=CC=C13)N=C(C=C2)C 1,6-dimethyl-4-(1-(naphthalen-1-ylmethyl)piperidin-4-yl)-1,4-dihydropyrido[2,3-b]pyrazine